3-CHLORO-4-FORMYL-2-METHOXYPYRIDINE ClC=1C(=NC=CC1C=O)OC